ethyl 2-((2,3-difluoro-6-nitrophenyl)thio)acetate FC1=C(C(=CC=C1F)[N+](=O)[O-])SCC(=O)OCC